palladium (II) dibenzylideneacetone C(C1=CC=CC=C1)=CC(=O)C=CC1=CC=CC=C1.[Pd+2]